C(C)OC=1C=C(C(=O)O)C=C(C1C)COC 3-Ethoxy-5-(methoxymethyl)-4-methylbenzoic acid